N1(CCC1)C=1C2=C(NC(C1C=1NC=3C(=CC4=C(CCNCC4)C3)N1)=O)C=CS2 7-(azetidin-1-yl)-6-(1,5,6,7,8,9-hexahydroimidazo[4',5':4,5]benzo[1,2-d]azepin-2-yl)thieno[3,2-b]pyridin-5(4H)-one